CC1=C(C=2N(C=C1C=1NC3=CC=C(C=C3C1C(C)C)C1CCC(CC1)N1CC3(COC3)C1)N=CN2)C 6-(4-(2-(7,8-dimethyl-[1,2,4]triazolo[1,5-a]pyridin-6-yl)-3-isopropyl-1H-indol-5-yl)cyclohexyl)-2-oxa-6-azaspiro[3.3]heptane